2'-methoxy-uridine CO[C@@]1([C@@H](O[C@@H]([C@H]1O)CO)N1C(=O)NC(=O)C=C1)O